CC1=NOC(=C1)CC=1N(C2=C(C=NC=3C=CC(=CC23)C#N)N1)[C@H]1CN(CC1)C 2-[(3-methyl-1,2-oxazol-5-yl)methyl]-1-[(3R)-1-methylpyrrolidin-3-yl]-1H-imidazo[4,5-c]quinoline-8-carbonitrile